phenyl(dimethylfluorenyl)(dimethylfluorenyl)[(biphenylyl)phenyltriazinyl]carbazole C1(=CC=CC=C1)C1=C(C(=C(C=2NC3=CC=CC=C3C12)C1=NN=NC(=C1C1=CC=CC=C1)C1=C(C=CC=C1)C1=CC=CC=C1)C1=C(C(=CC=2C3=CC=CC=C3CC12)C)C)C1=C(C(=CC=2C3=CC=CC=C3CC12)C)C